C(#N)C([C@H](CC1C(NCC1)=O)NC(=O)[C@H]1N(C[C@@H](C1)C1=CC=CC=C1)C(=O)C=1NC2=CC=CC(=C2C1)OC)O (2S,4S)-N-((2S)-1-cyano-1-hydroxy-3-((e)-2-oxopyrrolidin-3-yl)propan-2-yl)-1-(4-methoxy-1H-indole-2-carbonyl)-4-phenylpyrrolidine-2-carboxamide